C(C)C(COC1=CSC=C1OCC(CCCC)CC)CCCC 3,4-bis(2-ethylhexyloxy)thiophene